ClC1=CC=C(C(=N1)C(=O)NS(=O)(=O)C)N[C@H](C)C=1C=C(C=C2C(C(=C(OC12)C12CC(C1)(C2)C(F)(F)F)C)=O)C 6-Chloro-3-[[(1R)-1-[3,6-dimethyl-4-oxo-2-[3-(trifluoromethyl)-1-bicyclo[1.1.1]pentanyl]chromen-8-yl]ethyl]amino]-N-methylsulfonyl-pyridine-2-carboxamide